ClC1=CC(N(C(N1)=O)C1=COC=C1)=O 6-chloro-3-(furan-3-yl)pyrimidine-2,4(1H,3H)-dione